3,3''-diamino-[1,1':2',1'']terphenyl NC=1C=C(C=CC1)C=1C(=CC=CC1)C1=CC(=CC=C1)N